4-chloro-3,6-dimethylpyridinecarbonitrile tert-Butyl-(S)-4-(7-(6-bromo-4-cyanopyridin-2-yl)-5-(2-fluorophenyl)-7H-pyrrolo[2,3-d]pyrimidin-4-yl)-3-methylpiperazine-1-carboxylate C(C)(C)(C)OC(=O)N1C[C@@H](N(CC1)C=1C2=C(N=CN1)N(C=C2C2=C(C=CC=C2)F)C2=NC(=CC(=C2)C#N)Br)C.ClC2=C(C(=NC(=C2)C)C#N)C